2-{2-cyclopropylpyrido[3,2-d]pyrimidin-8-yl}-1H,5H,6H,7H-pyrrolo[3,2-c]pyridin-4-one C1(CC1)C=1N=CC2=C(N1)C(=CC=N2)C2=CC=1C(NCCC1N2)=O